FC1=C2[C@H](CCOC2=CC(=C1)F)OC1=CC(=CC=2NC(=NC21)C)C(=O)N(C)C (S)-4-[(5,7-difluorochroman-4-yl)oxy]-N,N,2-trimethyl-1H-benzimidazole-6-formamide